C1(CCCCC1)N1N=NN=C1CN(C#N)CC1=CC=C(C=C1)OC N-((1-cyclohexyl-1H-tetrazol-5-yl)methyl)-N-(4-methoxybenzyl)cyanamide